2-(3-(6-(4-methyl-4H-1,2,4-triazol-3-yl)-2-(2,2,2-trifluoroethyl)-2-azaspiro[3.3]heptan-6-yl)phenyl)-6-(((1-methylcyclobutyl)amino)methyl)-4-(trifluoromethyl)isoindolin-1-one CN1C(=NN=C1)C1(CC2(CN(C2)CC(F)(F)F)C1)C=1C=C(C=CC1)N1C(C2=CC(=CC(=C2C1)C(F)(F)F)CNC1(CCC1)C)=O